2-benzyl-1,3-dioxane C(C1=CC=CC=C1)C1OCCCO1